2,5-dimethyl-2,5-di(t-butyl)peroxyhexane CC(C)(C)C(C)(C)CCC(C)(C1OO1)C(C)(C)C